CC1=NC(=NC(=N1)SC)[C@@H]1[C@H](C1)C(=O)OCC |r| rac-ethyl (1S*,2S*)-2-(4-methyl-6-(methylthio)-1,3,5-triazin-2-yl)cyclopropane-1-carboxylate